5-Hydroxy-4,5,6,7,8,9-hexahydrothieno[3,2-c][2,7]naphthyridin-7-ium chloride [Cl-].OC1NC2=C(C=3CC[NH2+]CC13)SC=C2